2-(5-bromo-2-chloropyrimidin-4-ylamino)-thiophene-3-carboxylic acid methyl ester COC(=O)C1=C(SC=C1)NC1=NC(=NC=C1Br)Cl